CC1=CC2=C(NC(CC(=N2)C2=CC(=CC=C2)OC2=NC=CC=C2)=O)C=C1C(F)(F)F 7-Methyl-4-(3-(pyridin-2-yloxy)phenyl)-8-(trifluoromethyl)-1H-benzo[b][1,4]diazepin-2(3H)-one